BrC1=C(C=C(C(=C1)C(=O)O)Br)C(=O)O 2,5-dibromobenzene-1,4-dicarboxylic acid